ClC=1N=C(C2=C(N1)CCS2)NC=2C=C(C=CC2)O 3-((2-chloro-6,7-dihydrothieno[3,2-d]pyrimidin-4-yl)amino)phenol